N-[(7R)-2-{2-[1-(Cyclopropylmethyl)-1H-pyrrolo[2,3-b]pyridin-2-yl]-7-methoxy-1-methyl-1H-1,3-benzodiazole-5-carbonyl}-2-azabicyclo[2.2.1]heptan-7-yl]ethanimidamide C1(CC1)CN1C(=CC=2C1=NC=CC2)C2=NC1=C(N2C)C(=CC(=C1)C(=O)N1C2CCC(C1)[C@H]2NC(C)=N)OC